N-((S)-2,2-dicyclopropyl-1-(6-(((R)-2-oxopiperidin-3-yl)methyl)imidazo[1,2-b]pyridazin-2-yl)ethyl)-4-ethyl-1,2,5-oxadiazole-3-carboxamide C1(CC1)C([C@@H](C=1N=C2N(N=C(C=C2)C[C@@H]2C(NCCC2)=O)C1)NC(=O)C1=NON=C1CC)C1CC1